(5R)-N-[(6S)-4-methyl-5-oxo-7,8-dihydro-6H-pyrazolo[1,5-a][1,3]diazepin-6-yl]-5-phenyl-6,7-dihydro-5H-pyrrolo[1,2-b][1,2,4]triazole-2-carboxamide CN1C=2N(CC[C@@H](C1=O)NC(=O)C=1N=C3N(N1)[C@H](CC3)C3=CC=CC=C3)N=CC2